COC1=C(C=CC(=C1)C=1C(=C(C(=O)[O-])C=CC1OC(=O)OCCCCOC(C=C)=O)C)C=1C(=C(C(=O)[O-])C=CC1OC(=O)OCCCCOC(C=C)=O)C 2-methoxybenzene-1,4-diylbis[4-({[4-(acryloyloxy) butoxy] carbonyl} oxy)-2-methyl-benzoate]